C[C@@H]1[C@H]([C@@H]([C@H]([C@@H](O1)O[C@@H]2[C@@H]([C@H]([C@H](O[C@@H]2C(=O)N)O[C@@H]3[C@@H]([C@H]([C@H](O[C@@H]3C(=O)N)O[C@@H]4[C@H]([C@@H](O[C@@H]([C@H]4O)C)O[C@@H]5[C@H]([C@@H]([C@H](O[C@H]5O[C@@H]6[C@@H]([C@H]([C@H](O[C@@H]6C(=O)N)O[C@@H]7[C@@H]([C@H]([C@H](O[C@@H]7C(=O)N)O[C@@H]8[C@H]([C@@H](O[C@@H]([C@H]8O)C)O)NC(=O)C)NC(=O)C)O)NC(=O)C)O)C)NC=O)O)NC(=O)C)NC(=O)C)O)NC(=O)C)O)O)O)NC=O The molecule is an amino octasaccharide comprising two units, linked (1->2), of an amino tetrasaccharide, each unit consisting of 4-deoxy-4-formamido-beta-D-quinovose residue, two 2-acetamido-2-deoxy-alpha-D-galacturonamide residues and an N-acetyl-beta-D-quinovosamine residue linked in a (1->4), (1->4), (1->3) sequence.